(R)-tert-butyl (1-(3-chloro-5-(2,2,2-trifluoroethoxy)pyridin-2-yl)pyrrolidin-3-yl)carbamate ClC=1C(=NC=C(C1)OCC(F)(F)F)N1C[C@@H](CC1)NC(OC(C)(C)C)=O